2-mercaptoethyl-2-ethyl-1,3-propylene glycol SCCC(C(CO)CC)O